N1=C(C=CC=2N=C3COCC4(N3C21)CCOC2=CC=CC=C24)C=2C=NC(=NC2)N2CC(C2)(O)C 1-(5-(6',8'-dihydrospiro[chroman-4,9'-pyrido[3',2':4,5]imidazo[2,1-c][1,4]oxazin]-2'-yl)pyrimidin-2-yl)-3-methylazetidin-3-ol